ClC1=NC=CC(=N1)COC1=CC=C(C=C1)C(C)(C)C1=CC=C(OC2CC(CCC2)NC(OC(C)(C)C)=O)C=C1 tert-butyl (3-(4-(2-(4-((2-chloropyrimidin-4-yl)methoxy)phenyl) propan-2-yl)phenoxy)cyclohexyl)carbamate